7-anthraquinonesulfonic acid C1=CC=CC=2C(C3=CC=C(C=C3C(C12)=O)S(=O)(=O)O)=O